CN1C(N(C2=C1C=NC=1C=CC(=CC21)C=2C=CC=NC2)C2=CC(=CC=C2)C(F)(F)F)=O 5-(3-methyl-2-oxo-1-(3-(trifluoromethyl)phenyl)-2,3-dihydro-1H-imidazo[4,5-c]quinolin-8-yl)pyridin